3-(1-(4-fluorophenyl)-6-methyl-1H-indazol-5-yl)-4-isobutylpiperazine-1-carboxylic acid tert-butyl ester C(C)(C)(C)OC(=O)N1CC(N(CC1)CC(C)C)C=1C=C2C=NN(C2=CC1C)C1=CC=C(C=C1)F